Triacetyl-adenosine C(C)(=O)[C@@]1([C@]([C@@](O[C@@H]1CO)(N1C=NC=2C(N)=NC=NC12)C(C)=O)(O)C(C)=O)O